1-(4-(2-(3-(4-(tert-butyl)piperazin-1-yl)phenyl)-3-hydroxypyridin-4-yl)-2-chlorophenyl)-3-methyl-1H-imidazol-2(3H)-one C(C)(C)(C)N1CCN(CC1)C=1C=C(C=CC1)C1=NC=CC(=C1O)C1=CC(=C(C=C1)N1C(N(C=C1)C)=O)Cl